4,5-diamino-3-methyl-1-phenyl-pyrazole NC=1C(=NN(C1N)C1=CC=CC=C1)C